tert-butyl ((S)-1-cycloheptyl-2-((4-((R)-3-(4-methylpiperazin-1-yl)-3-oxo-2-propionamidopropyl)benzyl)amino)-2-oxoethyl)carbamate C1(CCCCCC1)[C@@H](C(=O)NCC1=CC=C(C=C1)C[C@H](C(=O)N1CCN(CC1)C)NC(CC)=O)NC(OC(C)(C)C)=O